tert-butyl 7-(2-{[2-(2-hydroxypropan-2-yl)pyridin-4-yl]amino}-5H,6H,7H,8H-pyrido[3,4-d]pyrimidin-7-yl)-8-methyl-1H,2H,3H-pyrido[2,3-b][1,4]oxazine-1-carboxylate OC(C)(C)C1=NC=CC(=C1)NC=1N=CC2=C(N1)CN(CC2)C2=C(C1=C(OCCN1C(=O)OC(C)(C)C)N=C2)C